4-methoxy-6-methylpyridine-3-carboxylic acid COC1=C(C=NC(=C1)C)C(=O)O